C(C)N[C@H](C(=O)O)CC=C (2S)-2-(ethylamino)pent-4-enoic acid